C1(CCCCC1)N1C=C(C=2C(C(CCC12)(F)F)=O)C(F)(F)F cyclohexyl-5,5-difluoro-3-(trifluoromethyl)-1,5,6,7-tetrahydro-4H-indol-4-one